N-(2-nitrobenzylidene)thiazol-2-amine [N+](=O)([O-])C1=C(C=NC=2SC=CN2)C=CC=C1